[N+](=O)([O-])NC1=C(C=CC=C1)N Nitrophenylen-diamine